4-(2-methoxyphenyl)-7-propoxy-2H-chromen-2-one COC1=C(C=CC=C1)C1=CC(OC2=CC(=CC=C12)OCCC)=O